N-[2-[4-(hydroxymethyl)cyclohexyl]-6-methoxy-3-methyl-indazol-5-yl]-6-(trifluoromethyl)pyridine-2-carboxamide OCC1CCC(CC1)N1N=C2C=C(C(=CC2=C1C)NC(=O)C1=NC(=CC=C1)C(F)(F)F)OC